N(C(=N)N)C(=O)C=1C=C(C=CC1F)NC(C1=C(C=C(C(=C1)C1CC1)C(F)(F)F)OC1=C(C=C(C=C1)F)C)=O N-(3-(guanidinoformyl)-4-fluorophenyl)-5-cyclopropyl-2-(4-fluoro-2-methylphenoxy)-4-(trifluoromethyl)benzamide